3-((7-(2,3-dichloro-6-methoxyphenyl)imidazo[1,2-a]pyridin-2-yl)methyl)azetidine-1-carboxylic acid tert-butyl ester C(C)(C)(C)OC(=O)N1CC(C1)CC=1N=C2N(C=CC(=C2)C2=C(C(=CC=C2OC)Cl)Cl)C1